(5R)-5-Phenyl-N-[(6S)-2,4-dimethyl-5-oxo-7,8-dihydro-6H-pyrazolo[1,5-a][1,3]diazepin-6-yl]-6,7-dihydro-5H-pyrrolo[1,2-b][1,2,4]triazol-2-carboxamid C1(=CC=CC=C1)[C@H]1CCC=2N1N=C(N2)C(=O)N[C@@H]2C(N(C=1N(CC2)N=C(C1)C)C)=O